(2SR)-4-benzyl-2-((1RS)-1-(3,5-bis(trifluoromethyl)phenyl)ethoxy)morpholine-3-one C(C1=CC=CC=C1)N1C([C@@H](OCC1)O[C@H](C)C1=CC(=CC(=C1)C(F)(F)F)C(F)(F)F)=O |r|